C(#N)C=1C=C(C=CC1)[C@]1(OCC1)CNC(=O)[C@@H]1[C@@H](C1)C#CC |&1:16,17| (1SR,2RS)-N-[[(2S)-2-(3-cyanophenyl)oxetan-2-yl]methyl]-2-prop-1-ynyl-cyclopropanecarboxamide